6-chloro-N-[5-(1,1-dideutero-2,2-difluoro-ethyl)-4,6-dimethoxy-pyrimidin-2-yl]-7-pyrazol-1-yl-1H-indole-3-sulfonamide ClC1=CC=C2C(=CNC2=C1N1N=CC=C1)S(=O)(=O)NC1=NC(=C(C(=N1)OC)C(C(F)F)([2H])[2H])OC